N-(3',4',5'-trifluoro-biphenyl-2-yl)-3-difluoromethyl-1-methyl-1H-pyrazole-4-carboxamide FC=1C=C(C=C(C1F)F)C1=C(C=CC=C1)NC(=O)C=1C(=NN(C1)C)C(F)F